P(=S)(OC1C(C1)[C@H]1O[C@H]([C@@H]([C@@H]1O)OC)N1C(NC(C=C1)=O)=O)([O-])[O-] (2-((2R,3R,4R,5R)-5-(2,4-dioxo-3,4-dihydropyrimidin-1(2H)-yl)-3-hydroxy-4-methoxytetrahydrofuran-2-yl) cyclopropyl) thiophosphate